2-chloro-3-fluoro-4,5-dimethylpyridine ClC1=NC=C(C(=C1F)C)C